2-(1-(4-(difluoromethoxy)benzoyl)-6-methyl-4,7-dioxo-octahydro-8H-pyrazino[1,2-a]pyrimidin-8-yl)acetonitrile FC(OC1=CC=C(C(=O)N2C3N(C(CC2)=O)C(C(N(C3)CC#N)=O)C)C=C1)F